4-((2R,4R)-4-(2,2-difluoroethoxy)-1-((5-methoxy-7-methyl-1H-indol-4-yl)methyl)piperidin-2-yl)benzoic acid FC(CO[C@H]1C[C@@H](N(CC1)CC1=C2C=CNC2=C(C=C1OC)C)C1=CC=C(C(=O)O)C=C1)F